FC(C=1C(=C(C=CC1)[C@@H](C)NC=1C2=C(N=C(N1)C)C=NC(=C2)P2(CCN(CC2)C([C@H](C)O)=O)=O)F)F 4-[4-({(1R)-1-[3-(difluoromethyl)-2-fluorophenyl]ethyl}amino)-2-methylpyrido[3,4-d]pyrimidin-6-yl]-1-[(2S)-2-hydroxypropanoyl]-1,4lambda5-azaphosphinan-4-one